sodium 3-[N,N-bis(hydroxyethyl)amino]-2-hydroxypropanesulfonic acid OCCN(CCO)CC(CS(=O)(=O)O)O.[Na]